5-(2,3-dichloro-4-(N-(1,1,1-trifluoropropan-2-yl)sulfamoyl)phenyl)-4-(diethylcarbamoyl)Thiazole-2-carboxylic acid (S)-ethyl ester C(C)OC(=O)C=1SC(=C(N1)C(N(CC)CC)=O)C1=C(C(=C(C=C1)S(NC(C(F)(F)F)C)(=O)=O)Cl)Cl